6-chloro-4-(4-chloro-2-(4-methyl-4H-1,2,4-triazol-3-yl)phenyl)-N-ethylpyridin-2-amine ClC1=CC(=CC(=N1)NCC)C1=C(C=C(C=C1)Cl)C1=NN=CN1C